COC(=O)C=1C=2C=CC(=NC2C=CC1C=1C=NN(C1C)CC12CC3CC(CC(C1)C3)C2)NC=2SC(=CN2)C(NC=2SC3=C(N2)C=CC=C3)=O 6-(1-(adamantan-1-ylmethyl)-5-methyl-1H-pyrazol-4-yl)-2-((5-(benzo[d]thiazol-2-ylcarbamoyl)thiazol-2-yl)amino)quinoline-5-carboxylic acid methyl ester